BrC=1C=C2N(N=CC(=C2N[C@@H]2COCC2)C(=NC2=C(C=C(C(=C2)F)O[Si](C)(C)C(C)(C)C)CC)N)C1 6-bromo-N'-[4-[tert-butyl(dimethyl)silyl]oxy-2-ethyl-5-fluoro-phenyl]-4-[[(3S)-tetrahydrofuran-3-yl]amino]pyrrolo[1,2-b]pyridazine-3-carboxamidine